(2,2-dinitropropyl)-2,2',2''-nitrilotriacetate [N+](=O)([O-])C(COC(CN(CC(=O)[O-])CC(=O)[O-])=O)(C)[N+](=O)[O-]